ClC=1C=CC=C2C=C(C3(C12)CCC3)C=3N(C1=CC=CC=C1C3)C3=NC=CC=C3 2-(7'-Chlorospiro[cyclobutane-1,1'-inden]-2'-yl)-1-(pyridin-2-yl)-1H-indole